[2-(methacryloyloxy)-ethyl]dimethyl-(3-sulfopropyl)-ammonium hydroxide [OH-].C(C(=C)C)(=O)OCC[N+](CCCS(=O)(=O)O)(C)C